p-toluyl peroxide C1(=CC=C(C=C1)OOC1=CC=C(C=C1)C)C